C(#N)N=C(N)NC1=CC=NC=C1 2-cyano-3-(pyridin-4-yl)guanidine